Tributyllead chloride C(CCC)[Pb](CCCC)(CCCC)Cl